COC1=CC=C(C=C1)SC=1N([C@H]2[C@H](OC)[C@H](O)[C@@H](CO)O2)C=2N=CN=C(C2N1)N 8-(4-Methoxyphenylthio)-2'-O-methyladenosine